N-methyl-N-(dimethylaminopropyl)aminoethanol CN(CCCN(C)C)C(C)O